tert-butyl ((1S)-2-((5-(1-(5,5-difluoro-2-oxopiperidin-1-yl)-2-((2S,5S)-2,5-dimethylmorpholino)ethyl)thiazol-2-yl)amino)-1-((1r,4S)-4-methylcyclohexyl)-2-oxoethyl)carbamate FC1(CCC(N(C1)C(CN1C[C@@H](OC[C@@H]1C)C)C1=CN=C(S1)NC([C@H](C1CCC(CC1)C)NC(OC(C)(C)C)=O)=O)=O)F